C1(=CC=CC=C1)[O-].[CH2+]CCCC=CCCC 5-nonenylium phenolate